C(C1=CC=CC=C1)OC(=O)N1CCC2(C[C@H]2CO)CC1 (1R)-1-(hydroxymethyl)-6-azaspiro[2.5]octane-6-carboxylic acid benzyl ester